C(C)(C)(C)OC(=O)C1=CC=NC2=CC=C(C=C12)N1C(C(CC1)(C)C)=O.C(C)[C@@H]1CC(CN1N1C=NC=2C1=C1C(=NC2)N(C=C1)S(=O)(=O)C1=CC=C(C)C=C1)=O (3R,5R)-5-ethyl-1-(6-p-toluenesulfonylimidazo[4,5-d]pyrrolo[2,3-b]pyridin-1(6H)-yl)pyrrolidin-3-one tert-Butyl-6-(3,3-dimethyl-2-oxopyrrolidin-1-yl)quinoline-4-carboxylate